aminopropyl-triethoxysilane, hydrochloride Cl.NCCC[Si](OCC)(OCC)OCC